[N+](=O)([O-])C(CC(=O)OC1=C(C=CC=C1)C1=C2C=CC(C(=C3C=CC(=C(C=4C=CC(=C(C5=CC=C1N5)C5=C(C=CC=C5)OC(CC(C=C)[N+](=O)[O-])=O)N4)C4=C(C=CC=C4)OC(CC(C=C)[N+](=O)[O-])=O)N3)C3=C(C=CC=C3)OC(CC(C=C)[N+](=O)[O-])=O)=N2)C=C.[Mg] magnesium tetrakis[(3-nitro-4-pentenoyloxy)phenyl]porphyrin